COC1=CC=C(/C=C/C(=O)OCC)C=C1 trans-ethyl p-methoxycinnamate